2-(4-acetylphenyl)-7,7-dimethyl-10-(pyridin-3-yl)-5,12b-dihydro-1H,7H-chromeno[4,3-c][1,2,4]triazolo[1,2-a]pyridazine-1,3(2H)-dione C(C)(=O)C1=CC=C(C=C1)N1C(N2N(CC=C3C2C=2C=CC(=CC2OC3(C)C)C=3C=NC=CC3)C1=O)=O